C(CCCCCCCCC\C=C\CCCCCC)(=O)N vaccenic acid amide